N-(5-(4-chlorophenyl)-4,5,6,7-tetrahydrothiazolo[5,4-c]pyridin-2-yl)-4-(2-methoxyphenyl)-6-methylnicotinamide ClC1=CC=C(C=C1)N1CC2=C(CC1)N=C(S2)NC(C2=CN=C(C=C2C2=C(C=CC=C2)OC)C)=O